di-tert-butyl ((3R,5S)-1-(4-(4-methoxyphenyl)-6-(pyridin-4-yl)pyrimidine-2-yl)piperidine-3,5-diyl)dicarbamate COC1=CC=C(C=C1)C1=NC(=NC(=C1)C1=CC=NC=C1)N1C[C@@H](C[C@@H](C1)NC(OC(C)(C)C)=O)NC(OC(C)(C)C)=O